N-(2,5-dichloro-4-(trifluoromethyl)phenyl)-2-(2-(3,6-dihydro-2H-pyran-4-yl)-5-ethyl-7-oxo-[1,2,4]triazolo[1,5-a]pyrimidin-4(7H)-yl)acetamide ClC1=C(C=C(C(=C1)C(F)(F)F)Cl)NC(CN1C=2N(C(C=C1CC)=O)N=C(N2)C=2CCOCC2)=O